NCC1=CC=2C=NC=CC2N1C(=O)[O-] 2-(aminomethyl)-1H-pyrrolo[3,2-C]pyridine-1-carboxylate